(6R)-17-Amino-12-(hydroxymethyl)-12-methyl-6,15-bis(trifluoromethyl)-19-oxa-3,4,13,18-tetrazatricyclo[12.3.1.12,5]nonadeca-1(18),2,4,14,16-pentaen-6-ol NC1=CC(=C2NC(CCCCC[C@](C3=NN=C(C1=N2)O3)(O)C(F)(F)F)(C)CO)C(F)(F)F